O=C1OC(=CN1)[C@@H]1N(CCC1)C(=O)OC(C)(C)C tert-butyl (R)-2-(2-oxo-2,3-dihydrooxazol-5-yl)pyrrolidine-1-carboxylate